2,2'-thio-diethylene bis[3-(3,5-di-tert-butyl-4-hydroxyphenyl) propionate] C(C)(C)(C)C=1C=C(C=C(C1O)C(C)(C)C)CCC(=O)O.C(C)(C)(C)C=1C=C(C=C(C1O)C(C)(C)C)CCC(=O)O.S(C=C)C=C